C(=O)O.COC1=CC=2N(C=C1C(=O)NC1=NC=C(C=C1)N1C[C@@H](NCC1)C)C=C(N2)C (S)-7-methoxy-2-methyl-N-(5-(3-methylpiperazin-1-yl)pyridin-2-yl)imidazo[1,2-a]pyridine-6-carboxamide formate